N'-((3,3-dimethyl-1,2,3,5,6,7-hexahydrodicyclopenta[b,e]pyridin-8-yl)carbamoyl)-1H-pyrazole-3-sulfonimidamide CC1(CCC=2C1=NC1=C(C2NC(=O)N=S(=O)(N)C2=NNC=C2)CCC1)C